OC(=O)C(F)(F)F.N1C(NC(CC1)=O)=O dihydropyrimidine-2,4(1H,3H)-dione TFA salt